(4-((6,7-dimethoxyquinazolin-4-yl)oxy)phenyl)-2-oxoacetic acid COC=1C=C2C(=NC=NC2=CC1OC)OC1=CC=C(C=C1)C(C(=O)O)=O